2-(3-(2-((3-fluoro-4-(4-methylpiperazin-1-yl)phenyl)amino)-5-methyl-7H-pyrrolo[2,3-d]pyrimidin-4-yl)phenyl)acetonitrile FC=1C=C(C=CC1N1CCN(CC1)C)NC=1N=C(C2=C(N1)NC=C2C)C=2C=C(C=CC2)CC#N